cyano-3-(4-chlorophenyl)acrylic acid C(#N)C(C(=O)O)=CC1=CC=C(C=C1)Cl